OC(C#CC1=CC2=C(OC[C@@H](C(N2C)=O)NC(C2=NC=CC(=C2)OC)=O)C=C1)(C)C (S)-N-(7-(3-Hydroxy-3-methylbut-1-yn-1-yl)-5-methyl-4-oxo-2,3,4,5-tetrahydrobenzo[b][1,4]oxazepin-3-yl)-4-methoxypicolinamid